CNCC=1C=C(OCCN2C=CC3=CC=C(C=C23)C(=O)OC)C=CC1 methyl 1-(2-(3-((methylamino)methyl)phenoxy)ethyl)-1H-indole-6-carboxylate